Z-(2S)-1-[1-(4-Chlorophenyl)-3-fluoro-cyclobutanecarbonyl]-N-[(1S)-1-(2-amino-2-oxo-ethyl)prop-2-ynyl]pyrrolidine-2-carboxamide ClC1=CC=C(C=C1)C1(CC(C1)F)C(=O)N1[C@@H](CCC1)C(=O)N[C@H](C#C)CC(=O)N